BrC=1C=C(C=C(C1O)Br)C(C)(C)C1=CC(=C(C(=C1)Br)O)Br 2,2-Bis(3,5-dibromo-4-hydroxy-phenyl)propan